C(C)(C)(C)C1=CC=C(C=C1)C#CC1=CC2=C(S1)C=C(S2)C#CC2=CC=C(C=C2)C(C)(C)C 2,5-bis(4-t-Butyl-Phenyl-Ethynyl)thieno[3,2-b]thiophene